ClC1=CC(=C(C(=C1)C)C1=CC=C(N=N1)C(=O)OC)OCOCC methyl 6-[4-chloro-2-(ethoxymethoxy)-6-methyl-phenyl]pyridazine-3-carboxylate